C1N(CC2C1CN(C2)C(=O)C2=NC(=CC=C2)C2=NC1=C(N2)C=CC=C1)C(=O)C1=NC(=CC=C1)C1=NC2=C(N1)C=CC=C2 ((3as,6as)-tetrahydropyrrolo[3,4-c]pyrrole-2,5(1H,3H)-diyl)bis((6-(1H-benzo[d]imidazol-2-yl)pyridin-2-yl)methanone)